NC1=NC(=CC=C1C(=O)C12CC(C1)(C2)C(F)(F)F)C (2-amino-6-methyl-3-pyridyl)-[3-(trifluoromethyl)-1-bicyclo[1.1.1]pentanyl]methanone